N1(C=NC2=C1C=CC=C2)C2=NC(=CC(=N2)N=S(=O)(C)C)N2[C@@H](COCC2)C (R)-((2-(1H-benzo[d]imidazol-1-yl)-6-(3-methylmorpholino)-pyrimidin-4-yl)imino)-dimethyl-λ6-sulfanone